1-(aminomethyl)-N-neopentylcyclohexane-1-amine NCC1(CCCCC1)NCC(C)(C)C